ClC=1C=C(C=CC1Cl)N1N=C(C=C1C)OCCN1CCN(CC1)C(C)=O 1-(4-(2-(1-(3,4-dichlorophenyl)-5-methyl-1H-pyrazol-3-yloxy)ethyl)piperazin-1-yl)ethanone